(S)-tert-butyl (2-((1-(4-bromo-1-((2-(trimethylsilyl)ethoxy)methyl)-1H-imidazol-2-yl)-7-oxononyl)amino)-2-oxoethyl)(methyl)carbamate BrC=1N=C(N(C1)COCC[Si](C)(C)C)[C@H](CCCCCC(CC)=O)NC(CN(C(OC(C)(C)C)=O)C)=O